S1C(=NC2=C1C=CC=C2)NC(=O)C=2C=CC=C1CCN(CC21)C2=CC=C(C(=N2)C(=O)O)C2=C(C=C(C=C2)OCCCC2CCNCC2)C 6-(8-(benzo[d]thiazol-2-ylcarbamoyl)-3,4-dihydroisoquinolin-2(1H)-yl)-3-(2-methyl-4-(3-(piperidin-4-yl)propoxy)phenyl)picolinic acid